5-((3-(4-chlorophenoxy)oxetan-3-yl)ethynyl)-3-hydroxypyridinium ClC1=CC=C(OC2(COC2)C#CC=2C=C(C=[NH+]C2)O)C=C1